racemic-tert-butyl ((2S,3S)-1-benzhydryl-2-methylazetidin-3-yl)carbamate C(C1=CC=CC=C1)(C1=CC=CC=C1)N1[C@H]([C@H](C1)NC(OC(C)(C)C)=O)C |r|